ClC=1C(=NN(C1)C(=O)OC(C)(C)C)C1=NC(=NC=C1Cl)NC=1C=NN(C1)CC1=CC=C(C=C1)[N+](=O)[O-] tert-butyl 4-chloro-3-(5-chloro-2-((1-(4-nitrobenzyl)-1H-pyrazol-4-yl) amino) pyrimidin-4-yl)-1H-pyrazole-1-carboxylate